(3-(hydroxymethyl)-1-(pyrimidin-2-yl)-1H-pyrazol-4-yl)methanone OCC1=NN(C=C1C=O)C1=NC=CC=N1